O=C1NC(CCC1N(C(=O)C=1C=CC2=C(OC[C@@H]3N2CCNC3)C1)C)=O (4aR)-N-(2,6-dioxopiperidin-3-yl)-N-methyl-1,2,3,4,4a,5-hexahydrobenzo[b]pyrazino[1,2-d][1,4]oxazine-8-carboxamide